2-(3-oxo-3,4-dihydro-2H-1,4-benzoxazin-4-yl)-N-[(1s,4s)-4-{[6-chloro-2-(trifluoromethyl)quinolin-4-yl]amino}cyclohexyl]acetamide O=C1COC2=C(N1CC(=O)NC1CCC(CC1)NC1=CC(=NC3=CC=C(C=C13)Cl)C(F)(F)F)C=CC=C2